CC(C)(CCCC(C1CO1)C)O 2,6-dimethyl-7,8-epoxy-2-octanol